BrCC1=NC=C(C(=O)OC)C=C1 Methyl 6-(bromomethyl)-nicotinate